(R)-2-(3-(1-((tert-butylsulfinyl) imino) ethyl)-2-fluorophenyl)-2,2-difluoroethyl acetate C(C)(=O)OCC(F)(F)C1=C(C(=CC=C1)C(C)=N[S@](=O)C(C)(C)C)F